iridium selenide indium [In].[Ir]=[Se]